C12CN(CC(CC1)N2)C=2C1=C(N=C(N2)OCC2(CC2)CN2CCOCC2)CN(C1)C(=O)C1=CC(=CC2=CC=CC(=C12)C#C)O (4-(3,8-diazabicyclo[3.2.1]octan-3-yl)-2-((1-(morpholinomethyl)cyclopropyl)methoxy)-5,7-dihydro-6H-pyrrolo[3,4-d]pyrimidin-6-yl)(8-ethynyl-3-hydroxynaphthalen-1-yl)methanone